3-({[(1R)-6-[methyl-(4-methylphenyl)amino]-1,2,3,4-tetrahydronaphthalen-1-yl]methyl}amino)pyridine-4-carboxylic acid methyl ester COC(=O)C1=C(C=NC=C1)NC[C@@H]1CCCC2=CC(=CC=C12)N(C1=CC=C(C=C1)C)C